NC=1C(=C(C=C2C=C(N=CC12)NC1=NN2CC(NCCC2=C1)=O)C=1C(=C2C(=NC1)OC[C@@H](C2)O)C)F |r| (+/-)-2-((8-amino-7-fluoro-6-(3-hydroxy-5-methyl-3,4-dihydro-2H-pyrano[2,3-b]pyridin-6-yl)isoquinolin-3-yl)amino)-5,6-dihydro-4H-pyrazolo[1,5-d][1,4]diazepin-7(8H)-one